CON=C(C)C(=CCCC1=CC=CC=C1)C 3-methyl-6-phenyl-3-hexen-2-one O-methyloxime